tert-butyl (2-methyl-6-(1-methyl-5-((((4-nitrophenoxy)carbonyl)oxy)methyl)-1H-pyrazol-4-yl)pyridin-3-yl)carbamate CC1=NC(=CC=C1NC(OC(C)(C)C)=O)C=1C=NN(C1COC(=O)OC1=CC=C(C=C1)[N+](=O)[O-])C